Hydroxymethylphosphonic acid diethylester C(C)OP(OCC)(=O)CO